1-(4-methoxy-5-nitropyridin-2-yl)-4-methylpiperazine COC1=CC(=NC=C1[N+](=O)[O-])N1CCN(CC1)C